(3R,4R)-1-((1R,2S)-2-methyl-cyclopentyl)-4-{[5-(2,4,6-trifluoro-phenyl)-isoxazole-3-carbonyl]-amino}-piperidine-3-carboxylic acid dimethylamide CN(C(=O)[C@@H]1CN(CC[C@H]1NC(=O)C1=NOC(=C1)C1=C(C=C(C=C1F)F)F)[C@H]1[C@H](CCC1)C)C